BrC1=C(C=C(C=C1)F)C(C)(C)O 2-(2-bromo-5-fluorophenyl)propan-2-ol